3-(1-methyl-6-(4-((S)-1-(((1r,4s)-4-(2-methyl-3-(4,4,5,5-tetramethyl-1,3,2-dioxaborolan-2-yl)phenoxy)cyclohexyl)oxy)propan-2-yl)piperazin-1-yl)-1H-indazol-3-yl)piperidine-2,6-dione CN1N=C(C2=CC=C(C=C12)N1CCN(CC1)[C@H](COC1CCC(CC1)OC1=C(C(=CC=C1)B1OC(C(O1)(C)C)(C)C)C)C)C1C(NC(CC1)=O)=O